1-[(5-oxopyrrolidin-3-yl)methoxy]-7-(prop-2-yloxy)isoquinoline-6-carboxamide O=C1CC(CN1)COC1=NC=CC2=CC(=C(C=C12)OC(C)C)C(=O)N